C(C1=CC=CC=C1)C1CCN(CC1)CCCNS(=O)(=O)C1=CC=C(C=C1)OC1=CC=CC=C1 N-(3-(4-benzylpiperidin-1-yl)propyl)-4-phenoxybenzenesulfonamide